2-cyclohexylthioadenosine C1(CCCCC1)C=1N=C(C=2N=CN([C@H]3[C@H](S)[C@H](O)[C@@H](CO)O3)C2N1)N